ClC=1C=C(C(=O)O)C=C(C1)OC(F)(F)F 3-chloro-5-(trifluoromethoxy)benzoic acid